O1COC2=C1C=CC(=C2)/C=C/C(=O)N[C@H](C(=O)NC2=CC=C(C=C2)C(NO)=O)CCC2=CC=CC=C2 (2S)-2-[[(E)-3-(1,3-benzodioxol-5-yl)prop-2-enoyl]amino]-N-[4-(hydroxycarbamoyl)phenyl]-4-phenyl-butanamide